C1(CC1)C1N(CCOC1)C1=CC(=CC(N1)=O)C1=CC(=NC=C1)NC1=CC(=NC=C1)C 6-(3-Cyclopropylmorpholin-4-yl)-4-[2-[(2-methylpyridin-4-yl)amino]-4-pyridinyl]-1H-pyridin-2-one